C(CCCCCCCCCCCCCCCCCCC)(=O)OCCCCCC hexyl arachidate